1-(tert-butyl)-N-((3-(7-(((3S,4R)-3-fluoro-1-methylpiperidin-4-yl)amino)-3-((E)-prop-1-en-1-yl)-2H-indazol-2-yl)-1,2,4-oxadiazol-5-yl)methyl)-1H-pyrazole-4-carboxamide C(C)(C)(C)N1N=CC(=C1)C(=O)NCC1=NC(=NO1)N1N=C2C(=CC=CC2=C1\C=C\C)N[C@H]1[C@H](CN(CC1)C)F